[I-].ClC1=C(C=CC(=C1F)OCC#N)C1=CN=C2N1C=CN=C2NC2=CC(=C(C(=O)NCCOCC[N+](C)(C)C)C=C2)CC 2-[2-[[4-[[3-[2-chloro-4-(cyanomethoxy)-3-fluoro-phenyl]imidazo[1,2-a]pyrazin-8-yl]amino]-2-ethyl-benzoyl]amino]ethoxy]ethyl-trimethyl-ammonium iodide